BrC=1C=C(C(=O)NS(=O)(=O)C2=CC=C(C=C2)Cl)C=CC1 3-bromo-N-(4-chlorophenyl)sulfonylbenzamide